2-fluoro-N-(6-(furan-2-yl)imidazo[1,2-a]pyridin-2-yl)cyclopropane-1-carboxamide FC1C(C1)C(=O)NC=1N=C2N(C=C(C=C2)C=2OC=CC2)C1